FC1=C(C(C#N)=C(C(=C1OC1=CC=C(C=C1)C(C)(C)C)OC1=CC=C(C=C1)C(C)(C)C)F)C#N 3,6-difluoro-4,5-bis[4-(1,1-dimethylethyl)phenoxy]phthalonitrile